(S)-2-(5-cyclopropyl-3-(2-(3-fluoroazetidin-1-yl)ethyl)-6-oxopyridazin-1(6H)-yl)-4-methylpentanoic acid methyl ester COC([C@H](CC(C)C)N1N=C(C=C(C1=O)C1CC1)CCN1CC(C1)F)=O